C(C1=CC=CC=C1)OC1=C2C[C@H](N(CC2=CC=C1OC)C=1OC2=C(N1)C=CC(=C2)Cl)C(=O)OC methyl (S)-5-(benzyloxy)-2-(6-chlorobenzo[d]oxazol-2-yl)-6-methoxy-1,2,3,4-tetra-hydroisoquinoline-3-carboxylate